ClC=1C(=NC(=NC1)NC1=NC(=NS1)C)C1=CC=C2CN(C(C2=C1)=O)[C@@H](C(=O)N[C@H](CO)C1=CC(=CC(=C1)OC)F)C (2R)-2-(6-{5-Chloro-2-[(3-methyl-1,2,4-thiadiazol-5-yl)amino]pyrimidin-4-yl}-1-oxo-2,3-dihydro-1H-isoindol-2-yl)-N-[(1S)-1-(3-fluoro-5-methoxyphenyl)-2-hydroxyethyl]propanamid